N(=C=O)CCCCCCCCCCCCOC(C=C)=O Acrylic acid-12-isocyanato-dodecyl ester